C1CC12NCCCC2 4-azaspiro[2.5]octane